CS(=O)(=O)OC1=C2C=CNC2=CC=C1 1H-indol-4-yl methanesulfonate